CN1C=C(C=CC=C1)C1=NN=CO1 5-(1-methylazepin-3-yl)-1,3,4-oxadiazole